O-Methyl-N4-Acetyl-cytidine CO[C@H]1[C@@H](O[C@@H]([C@H]1O)CO)N1C(=O)N=C(NC(C)=O)C=C1